C(CCCCC=C)N1C2=CC=CC=C2C=2C=C3C(=CC12)C=CC=C3 5-(Hept-6-en-1-yl)-5H-benzo[b]carbazole